2,2'-{[3,3',5,5'-tetra(thianthren-1-yl)[1,1'-biphenyl]-4,4'-diyl]bis(oxy)}di(ethan-1-ol) C1(=CC=CC=2SC3=CC=CC=C3SC12)C=1C=C(C=C(C1OCCO)C1=CC=CC=2SC3=CC=CC=C3SC12)C1=CC(=C(C(=C1)C1=CC=CC=2SC3=CC=CC=C3SC12)OCCO)C1=CC=CC=2SC3=CC=CC=C3SC12